CCC(CC)N1N=CC(=C1)C=1C=2N(C=C(N1)C=1C=NN(C1)C(CO)C)N=CC2 2-(4-(4-(1-(pentan-3-yl)-1H-pyrazol-4-yl)pyrazolo[1,5-a]pyrazin-6-yl)-1H-pyrazol-1-yl)propan-1-ol